2-(6-{5-chloro-2-[(oxacyclohexan-4-yl)amino]pyrimidin-4-yl}-1-oxo-2,3-dihydro-1H-isoindol-2-yl)-N-[(1S)-1-(3-fluoro-5-methoxyphenyl)-2-hydroxyethyl]propionamide ClC=1C(=NC(=NC1)NC1CCOCC1)C1=CC=C2CN(C(C2=C1)=O)C(C(=O)N[C@H](CO)C1=CC(=CC(=C1)OC)F)C